(6S)-4-(4-(2,7-diazaspiro[4.5]decan-7-yl)phenyl)-2,3,6,9-tetramethyl-6H-thieno[3,2-f][1,2,4]triazolo[4,3-a][1,4]diazepine C1NCCC12CN(CCC2)C2=CC=C(C=C2)C2=N[C@H](C=1N(C3=C2C(=C(S3)C)C)C(=NN1)C)C